FC1=C(C=CC(=C1)OC1=CC=CC=C1)C=1N=C(N2N=CN=C(C21)N)[C@@H]2CC[C@@H](CC2)N2CCN(CC2)C 5-(2-fluoro-4-phenoxyphenyl)-7-((cis)-4-(4-methylpiperazin-1-yl)cyclohexyl)imidazo[5,1-f][1,2,4]triazin-4-amine